(3R)-1-[3-[5-bromo-2-(8-chloro-4-oxo-chromen-2-yl)phenoxy]-2-hydroxy-propyl]pyrrolidine-3-carboxylic acid BrC=1C=CC(=C(OCC(CN2C[C@@H](CC2)C(=O)O)O)C1)C=1OC2=C(C=CC=C2C(C1)=O)Cl